COC1=C(C=CC=C1OC)C=1C(=CNC1)C#N 4-(2,3-dimethoxyphenyl)-1H-pyrrole-3-carbonitrile